methyl 5-amino-2-bromo-3-fluoro-benzoate NC=1C=C(C(=C(C(=O)OC)C1)Br)F